COC1=C(C=CC=C1)C1=C(C=NC(=C1)C)C(=O)NC=1SC2=C(N1)CN(C2)C(CN2C(CCC2)=O)=O 4-(2-methoxyphenyl)-6-methyl-N-{5-[2-(2-oxopyrrolidin-1-yl)acetyl]-4H,5H,6H-pyrrolo[3,4-d][1,3]thiazol-2-yl}pyridine-3-carboxamide